3-butoxy-sulfonic acid CCC(C)OS(=O)(=O)O